18-hydroxy-4,6,8,10,12,14,16-heptamethylnonadecyl hexyloxymethyl ether C(CCCCC)OCOCCCC(CC(CC(CC(CC(CC(CC(CC(C)O)C)C)C)C)C)C)C